lithium manganate [Mn](=O)(=O)([O-])[O-].[Li+].[Li+]